2-Chloro-5-{[(3-hydroxy-2,2-dimethylpropanoyl)amino]methyl}-N-[1-(2-methylpyridin-4-yl)-1H-indazol-4-yl]benzamide ClC1=C(C(=O)NC2=C3C=NN(C3=CC=C2)C2=CC(=NC=C2)C)C=C(C=C1)CNC(C(CO)(C)C)=O